1-{2-[(tert-Butoxycarbonyl)amino]pyridin-4-yl}-6,7-difluoro-4-oxoquinoline-3-carboxylic acid ethyl ester C(C)OC(=O)C1=CN(C2=CC(=C(C=C2C1=O)F)F)C1=CC(=NC=C1)NC(=O)OC(C)(C)C